FC1=CC(=CC2=CN(N=C12)C)NC(=O)C=1C(=NC(=NC1)N1CCN(CC1)C(=O)OC(C)(C)C)OCC(C)C tert-butyl 4-(5-((7-fluoro-2-methyl-2H-indazol-5-yl)carbamoyl)-4-isobutoxypyrimidin-2-yl)piperazine-1-carboxylate